1-(4-(4-fluorophenoxy)-2-(4-fluorophenyl)butyl)-1H-imidazole FC1=CC=C(OCCC(CN2C=NC=C2)C2=CC=C(C=C2)F)C=C1